C(N)(=O)CCC(C(NCC1=CC=C(C=C1)S(=O)(=O)C)=O)NC(=O)[C@@H]1CC[C@H]2N1C([C@H](CNCC2)NC(OC(C)(C)C)=O)=O Tert-butyl N-[(5S,8S,10aR)-8-[(3-carbamoyl-1-[[(4-methanesulfonylphenyl)methyl]carbamoyl]propyl)carbamoyl]-6-oxo-octahydro-1H-pyrrolo[1,2-a][1,5]diazocin-5-yl]carbamate